FC=1C=C(C=C(C1)F)C1=C(N=C2N1N=CC(=C2C(C)C)C(=O)OCC)C ethyl 3-(3,5-difluorophenyl)-8-isopropyl-2-methylimidazo[1,2-b]pyridazine-7-carboxylate